NC1=NC=2C=CC(=CC2C2=C1C=NN2C)C(=O)N(C2CC2)CC2=NC=C(C(=C2)Cl)C#C 4-amino-N-((4-chloro-5-ethynylpyridin-2-yl)methyl)-N-cyclopropyl-1-methyl-1H-pyrazolo[4,3-c]quinoline-8-carboxamide